N-(14-tricosyl)taurine CCCCCCCCCCCCCC(CCCCCCCCC)NCCS(=O)(=O)O